Methyl-3-methyl-5-(4-(4,4,5,5-tetramethyl-1,3,2-dioxaborolan-2-yl)phenyl)isoxazole CC=1C(=NOC1C1=CC=C(C=C1)B1OC(C(O1)(C)C)(C)C)C